N[C@H](C(=O)OC)CCN(C1C(C1)CCC1=NC=2NCCCC2C=C1)C methyl (2S)-2-amino-4-(methyl(2-(2-(5,6,7,8-tetrahydro-1,8-naphthyridin-2-yl)ethyl)cyclopropyl)amino)butanoate